FC1=C(N)C=CC(=C1)C1=NC=CN=C1OC1=CC=C(C=C1)C(F)(F)F 2-fluoro-4-[3-[4-(trifluoromethyl)phenoxy]pyrazin-2-yl]aniline